5-(4'-bromo-[1,1'-biphenyl]-4-yl)-2-((2-(trimethylsilyl)ethoxy)methyl)-2H-1,2,3-triazole-4-carboxylic acid ethyl ester C(C)OC(=O)C1=NN(N=C1C1=CC=C(C=C1)C1=CC=C(C=C1)Br)COCC[Si](C)(C)C